FC=1C=C(C=CC1C(N([C@H]1CNCCC1)C1=NC=CC2=CC=CC(=C12)C)=O)NC1=NC=CC(=N1)N1[C@@H](COCC1)C(=O)OC methyl (S)-4-(2-((3-fluoro-4-((8-methylisoquinolin-1-yl)((R)-piperidin-3-yl)carbamoyl)phenyl)amino)pyrimidin-4-yl)morpholine-3-carboxylate